FC1CC(N(C1)C(CC1=CN=NN1)=O)C(=O)N 4-fluoro-1-[2-(1H-1,2,3-triazol-5-yl)acetyl]pyrrolidine-2-carboxamide